2-(2,5-dihydro-3-furyl)-4,4,5,5-tetramethyl-1,3,2-dioxaborolane O1CC(=CC1)B1OC(C(O1)(C)C)(C)C